Boc tert-Butyl carbonate C(OC(=O)OC(C)(C)C)(OC(C)(C)C)=O